Tri-NitroBenzeneSulfonic Acid [N+](=O)([O-])C1=C(C(=C(C=C1)S(=O)(=O)O)[N+](=O)[O-])[N+](=O)[O-]